N1=C(C=CC=C1)C(C)NC(=O)[C@@H]1CN(CC[C@H]1NC(=O)C1=NOC(=C1)C1=C(C=C(C=C1)F)F)C(C(C)O)C |o1:11,16| (3R*,4R*)-4-{[5-(2,4-Difluoro-phenyl)-isoxazole-3-carbonyl]-amino}-1-(2-hydroxy-1-methyl-propyl)-piperidine-3-carboxylic acid (1-pyridin-2-yl-ethyl)-amide